ClC1=CC2=C(C3=CC=CC=C3C(=C2C=C1)OCCCCCCCCCCCCCCCCCCCCC(=O)OC(C)(C)C)OCCCCCCCCCCCCCCCCCCCCC(=O)OC(C)(C)C 2-chloro-9,10-bis(tert-butoxycarbonyleicosyleneoxy)anthracene